Ethyl (E)-3-(4-bromothiazol-2-yl)-3-(2-methoxypyrimidin-5-yl)acrylate BrC=1N=C(SC1)/C(=C/C(=O)OCC)/C=1C=NC(=NC1)OC